FC(C1=C(C#N)C=CC(=C1)N1C=C(C=2[C@@H](CCCC12)O)S(=O)(=O)C(F)(F)F)F (R)-2-(difluoromethyl)-4-(4-hydroxy-3-((trifluoromethyl)sulfonyl)-4,5,6,7-tetrahydro-1H-indol-1-yl)benzonitrile